methyl 2,5-diacetoxybenzoate C(C)(=O)OC1=C(C(=O)OC)C=C(C=C1)OC(C)=O